phosphabutane PCCC